CC1=NC2=CC3=C(C=C2C(=N1)N[C@H](C)C1=CC2=CC=CC=C2C=C1)O[C@H](COCCO3)C (S)-2,7-dimethyl-N-((R)-1-(naphthalen-2-yl)ethyl)-7,8,10,11-tetrahydro-[1,4,7]trioxonino[2,3-g]quinazolin-4-amine